C(C)(C)(C)OC(=O)N([C@@H](C(O)C1C(N(CC1)C(=O)OC(C)(C)C)=O)C)C tert-butyl 3-((2R)-2-((tert-butoxycarbonyl)(methyl)amino)-1-hydroxypropyl)-2-oxopyrrolidine-1-carboxylate